Cytidine TriPhosphate P(O)(=O)(OP(=O)(O)OP(=O)(O)O)OC[C@@H]1[C@H]([C@H]([C@@H](O1)N1C(=O)N=C(N)C=C1)O)O